N-[2-[4-(hydroxymethyl)cyclohexyl]-6-methylsulfonyl-indazol-5-yl]-6-(trifluoromethyl)pyridine-2-carboxamide OCC1CCC(CC1)N1N=C2C=C(C(=CC2=C1)NC(=O)C1=NC(=CC=C1)C(F)(F)F)S(=O)(=O)C